CC1=C(C(=O)NC2=CC(=CC=C2)NS(=O)(=O)C)C=C(C=C1)S(NC=1C=C(C=CC1)C)(=O)=O 2-methyl-N-(3-(methylsulfonamido)phenyl)-5-(N-(m-tolyl)sulfamoyl)benzamide